tert-butyl (2-{4-bromo-2-fluoro-6-[(propan-2-yl)amino]anilino}-2-oxoethyl)carbamate BrC1=CC(=C(NC(CNC(OC(C)(C)C)=O)=O)C(=C1)NC(C)C)F